FC(C1=C([C@@H](C2=C(N1)COC2=O)C2=C(C(=CC=C2)F)[C@@H](C)F)C(=O)OC)F |o1:19| methyl (R)-2-(difluoromethyl)-4-(3-fluoro-2-((R or S)-1-fluoroethyl) phenyl)-5-oxo-1,4,5,7-tetrahydrofuro[3,4-b]pyridine-3-carboxylate